9-((2S,5R)-4-propenoyl-2,5-dimethylpiperazin-1-yl)-4-(2-fluoro-6-hydroxyphenyl)-6-(2-isopropyl-4-methylpyridin-3-yl)-3,6-dihydrofuro[2',3':4,5]pyrido[2,3-d]pyrimidin-7(2H)-one C(C=C)(=O)N1C[C@@H](N(C[C@H]1C)C=1C=2C(N(C(N1)=O)C=1C(=NC=CC1C)C(C)C)=NC(=C1C2OCC1)C1=C(C=CC=C1O)F)C